2-[6-amino-5-[8-[2-[3-(1-oxa-7-azaspiro[4.4]nonan-7-yl)prop-1-ynyl]-4-pyridinyl]-3,8-diazabicyclo[3.2.1]oct-3-yl]pyridazin-3-yl]phenol NC1=C(C=C(N=N1)C1=C(C=CC=C1)O)N1CC2CCC(C1)N2C2=CC(=NC=C2)C#CCN2CC1(CCCO1)CC2